4-methoxy-2,6-pyridinedicarboxylic acid chloride COC1=CC(=NC(=C1)C(=O)Cl)C(=O)Cl